C(C)(C)(C)OOC(CC(C)O)C 4-(t-butylperoxy)-2-pentanol